NC=1C=2N(C=C(N1)C(F)(F)F)C(=CN2)C=2C=C1CN(CC1=CC2)C(CO)C2CC2 5-(8-Amino-6-(trifluoromethyl)imidazo[1,2-a]pyrazin-3-yl)-2-(1-cyclopropyl-2-hydroxyethyl)isoindolin